1-methylene diacrylate C(C=C)(=O)OCOC(C=C)=O